[Li].FC1=CC=C(C=C1)NC1=NC=C(C(=N1)NC1=CSC2=C1C(N(C=C2)C)=O)C(=O)O ((4-fluorophenyl)amino)-4-((5-methyl-4-oxo-4,5-dihydrothieno[3,2-c]pyridin-3-yl)amino)pyrimidine-5-carboxylic acid lithium